Cl.NC12CCCC(C1)(C2)C(=O)N(C)OC 5-amino-N-methoxy-N-methylbicyclo[3.1.1]heptane-1-carboxamide Hydrochloride